C(C)(C)C1=C(C(=CC=C1)C(C)C)NC(=O)NS(=O)(=O)C1=C(C=CC(=C1)B1OC(C(O1)(C)C)(C)C)OC N-((2,6-diisopropylphenyl)carbamoyl)-2-methoxy-5-(4,4,5,5-tetramethyl-1,3,2-dioxaborolan-2-yl)benzenesulfonamide